2-Methyltetracosane CC(C)CCCCCCCCCCCCCCCCCCCCCC